O=C1C2=C(N=C(N1)C13CN(C(C1)C3)C(=O)OC(C)(C)C)N=CC=C2 tert-butyl 4-(4-oxo-3,4-dihydropyrido[2,3-d]pyrimidin-2-yl)-2-azabicyclo[2.1.1]hexane-2-carboxylate